C1(=CC=CC=C1)[C@@H]1[C@H](C1)NC(=O)[C@@H]1CNC[C@H]1C(=O)N[C@@H]1[C@H](C1)C=1C=NC=CC1 (3S,4S)-N3-((1S,2R)-2-phenylcyclopropyl)-N4-((1S,2R)-2-(pyridin-3-yl)cyclopropyl)pyrrolidine-3,4-dicarboxamide